[(3aR,4R,6R,6aR)-4-(2-chloro-6-spiro[pyrrolidine-3,1'-tetralin]-1-yl-purin-9-yl)-2,2-dimethyl-3a,4,6,6a-tetrahydrofuro[3,4-d][1,3]dioxol-6-yl]methanol ClC1=NC(=C2N=CN(C2=N1)[C@@H]1O[C@@H]([C@H]2OC(O[C@H]21)(C)C)CO)N2CC1(CCCC3=CC=CC=C13)CC2